FC1(CN(C1)C1=CC(=CC(=N1)NC(C1=C(C=C(C=C1)NS(=O)(=O)CCO)N1CCC2(CC2)CC1)=O)C)F N-(6-(3,3-difluoroazetidin-1-yl)-4-methylpyridin-2-yl)-4-((2-hydroxyethyl)sulfonamido)-2-(6-azaspiro[2.5]octan-6-yl)benzamide